4,4-divinylbiphenyl C(=C)C1(CC=C(C=C1)C1=CC=CC=C1)C=C